methyl (S)-2-((S)-1-(4-chloro-1H-pyrazol-1-yl)propan-2-yl)-7-methyl-3-((R)-pyrrolidin-3-yl)-3,7,8,9-tetrahydro-6H-imidazo[4,5-f]quinoline-6-carboxylate ClC=1C=NN(C1)C[C@H](C)C=1N(C=2C(=C3CC[C@@H](N(C3=CC2)C(=O)OC)C)N1)[C@H]1CNCC1